3-propyl methacrylate lithium salt [Li].C(C(=C)C)(=O)OCCC